N-(3-(hydrazinecarbonyl)-phenyl)methanesulfonamide N(N)C(=O)C=1C=C(C=CC1)NS(=O)(=O)C